C1=CC=CC=2C3=CC=CC=C3C(C12)OC(N(C1(CC1)C=O)C)=O (9H-Fluoren-9-yl)methyl(1-formylcyclopropyl)carbamate